(S)-N-(1-(1-cyanoethyl)-3-isopropoxy-1H-pyrazol-4-yl)carboxamide C(#N)[C@H](C)N1N=C(C(=C1)NC=O)OC(C)C